NCCOCCOCCOCCOCCNC(OC(C)(C)C)=O tert-butyl (14-amino-3,6,9,12-tetraoxatetradecyl)carbamate